(1-methyl-1H-pyrazol-3-yl)-5-nitrofuran-2-carboxamide CN1N=C(C=C1)C1=C(OC(=C1)[N+](=O)[O-])C(=O)N